3-(5-(3-(3-(methoxymethyl)phenyl)-2-oxoimidazolidin-1-yl)-1-oxoisoindolin-2-yl)piperidine-2,6-dione COCC=1C=C(C=CC1)N1C(N(CC1)C=1C=C2CN(C(C2=CC1)=O)C1C(NC(CC1)=O)=O)=O